C(C)OC1=C(NC2=NC=3N(C(=C2)N(C)CC2=CC=C(C=C2)OC)N=CC3C(=O)N[C@H]3C(N(CC3)C)=O)C=CC=C1 |r| 5-(2-Ethoxyanilino)-7-[(4-methoxyphenyl)methyl-methyl-amino]-N-[rac-1-methyl-2-oxopyrrolidin-3-yl]pyrazolo[1,5-a]pyrimidine-3-carboxamide